tert-butyl (R)-(1-(2,5-dimethyl-3-(trifluoromethyl)phenyl)ethyl)carbamate CC1=C(C=C(C=C1C(F)(F)F)C)[C@@H](C)NC(OC(C)(C)C)=O